(cis)-N1-((1S,2R)-2-(pyridin-3-yl)cyclopropyl)cyclohexane-1,4-diamine N1=CC(=CC=C1)[C@@H]1[C@H](C1)N[C@@H]1CC[C@@H](CC1)N